O=C1C=C(OC2=CC=CC=C12)C(=O)N 4-oxo-4H-chromen-2-carboxamide